4,5,6,7-tetrahydro-1H-1,2,3-benzotriazole-5-carboxylic acid N1N=NC2=C1CCC(C2)C(=O)O